C1(CC1)C=1C(=C2C=CN(C2=C(C1)C)C(=O)OC(C)(C)C)CN1C(CN(CC1)CC(F)(F)F)C1=CC=C(C=C1)C(=O)OC tert-butyl 5-cyclopropyl-4-((2-(4-(methoxycarbonyl)phenyl)-4-(2,2,2-trifluoroethyl)piperazin-1-yl)methyl)-7-methylindole-1-carboxylate